N(N)C(CCC1=C(C(=O)NC(C)C2=CC(=CC(=C2)C=2SC=CC2)C=2C=NN(C2)C)C=CC=C1)=O 2-(3-hydrazineyl-3-oxopropyl)-N-(1-(3-(1-methyl-1H-pyrazol-4-yl)-5-(thiophen-2-yl)phenyl)ethyl)benzamide